C(C)SNC1=CC=C(C=C1C)N1CC2=CC=C(C=C2CC1)F (ethylsulfanyl)-4-(6-fluoro-3,4-dihydroisoquinolin-2(1H)-yl)-6-methylaniline